C(C=C)OCC(COCCO)NC(OC(C)(C)C)=O tert-butyl (1-(allyloxy)-3-(2-hydroxyethoxy)propan-2-yl)carbamate